N-(5-chloro-6-(2H-1,2,3-triazol-2-yl)pyridin-3-yl)-1-(1-hydroxyisoquinolin-5-yl)-5-(trifluoromethyl)-1H-pyrazole-4-carboxamide ClC=1C=C(C=NC1N1N=CC=N1)NC(=O)C=1C=NN(C1C(F)(F)F)C1=C2C=CN=C(C2=CC=C1)O